C(C)C=1C(N(CC1C)C(=O)NCCC1=CC=C(C=C1)S(=O)(=O)N)=O 4-[2-(3-ethyl-4-methyl-2-oxo-3-pyrroline-carboxamido)ethyl]benzenesulfonamide